C1(=CC=CC=C1)C1=CC2=C(C=C1)C1=CC=CC=C1C21C2=CC=CC=C2C=2C=CC(=CC12)B(O)O (2'-phenyl-9,9'-spirobi[fluoren]-2-yl)boronic acid